2,5-bis(hydroxymethyl)-1,6-hexanediol OCC(CO)CCC(CO)CO